2-{[(αR)-6-[2,5-dioxo-4-(4,4,4-trifluorobutyl)imidazolidin-1-yl]spiro[3.3]heptan-2-yl]oxy}pyridine-3-carboxamide O=C1N(C(C(N1)CCCC(F)(F)F)=O)C1CC2(CC(C2)OC2=NC=CC=C2C(=O)N)C1